tert-butyl N-(tert-butoxycarbonyl)-N-(3-ethynyl-6-morpholinoimidazo[1,2-b]pyridazin-8-yl)glycinate C(C)(C)(C)OC(=O)N(CC(=O)OC(C)(C)C)C=1C=2N(N=C(C1)N1CCOCC1)C(=CN2)C#C